3-isocyanato-2,4,5-trimethylthiophene N(=C=O)C1=C(SC(=C1C)C)C